dimethyl-phenacylsulfonium tetrafluoroborate F[B-](F)(F)F.C[S+](CC(=O)C1=CC=CC=C1)C